C(CCC)S(=O)CSC1=NC(=NC(=C1C#N)C1=CC=CC=C1)C=1C=NC=CC1 4-(((butylsulfinyl)methyl)thio)-6-phenyl-2-(pyridin-3-yl)pyrimidine-5-carbonitrile